ClC1=NC=C(C(=C1)C1=NOC([C@H](N1)C1=CC=C(C=C1)OC)(F)F)OC1=CC(=CC=C1)C(F)(F)F |r| (5RS)-3-{2-chloro-5-[3-(trifluoromethyl)phenoxy]pyridin-4-yl}-6,6-difluoro-5-(4-methoxyphenyl)-5,6-dihydro-4H-1,2,4-oxadiazine